4-bromo-9,9-dimethylfluorene BrC1=CC=CC=2C(C3=CC=CC=C3C12)(C)C